1-(2-(1-hydroxyethyl)imidazo[4,5-d]pyrrolo[2,3-b]pyridin-1(6H)-yl)piperidine OC(C)C1=NC=2C(=C3C(=NC2)NC=C3)N1N1CCCCC1